1-(4-(((6-(3-(6-(4-(((1-Acetylpiperidin-4-yl)amino)methyl)-3-methoxyphenyl)-5-chloropyrimidin-4-yl)-2-chlorophenyl)-2-methoxypyridin-3-yl)methyl)amino)piperidin-1-yl)ethan-1-one C(C)(=O)N1CCC(CC1)NCC1=C(C=C(C=C1)C1=C(C(=NC=N1)C=1C(=C(C=CC1)C1=CC=C(C(=N1)OC)CNC1CCN(CC1)C(C)=O)Cl)Cl)OC